OC1=CC=C(C=C1)C(C1=CC=CC=C1)C1=CC=C(C=C1)O bis(4-hydroxyphenyl)-phenylmethane